tert-butyl (1R,3S,5S)-3-[methyl[8-(1H-pyrazol-4-yl)-5H-chromeno[3,4-b]pyridin-3-yl] amino]-8-azabicyclo[3.2.1]octane-8-carboxylate CN(C1C[C@H]2CC[C@@H](C1)N2C(=O)OC(C)(C)C)C2=CC=C1C(=N2)COC=2C=C(C=CC21)C=2C=NNC2